FC1=C(C(=C(C(=C1C[B-](CC1=C(C(=C(C(=C1F)F)F)F)F)(CC1=C(C(=C(C(=C1F)F)F)F)F)CC1=C(C(=C(C(=C1F)F)F)F)F)F)F)F)F.FC(F)(F)[S+](C1=CC=CC=C1)C1=CC=CC=C1 trifluoromethyl-diphenyl-sulfonium tetrakis(pentafluorobenzyl)borate